C(C)(C)N1C(=NC=2C1=NC(=CC2)C2=CNC=1N=C(N=CC12)NCC(F)(F)F)C 5-(3-isopropyl-2-methyl-3H-imidazo[4,5-b]pyridin-5-yl)-N-(2,2,2-trifluoroethyl)-7H-pyrrolo[2,3-d]pyrimidin-2-amine